O[C@@H](CN1C(C2=C(C=NC=C2C=C1)NC1=C(C=C(C=C1)I)F)=O)CO (S)-2-(2,3-dihydroxypropyl)-8-(2-fluoro-4-iodoanilino)-2,6-naphthyridin-1(2H)-one